((3aR,5r,6aS)-5-(6-chloro-1H-indazol-4-yl)-5-hydroxyhexahydrocyclopenta[c]pyrrol-2(1H)-yl)(phenyl)methanone ClC1=CC(=C2C=NNC2=C1)C1(C[C@@H]2[C@@H](CN(C2)C(=O)C2=CC=CC=C2)C1)O